N,N-diphenylcarbamoyl chloride C1(=CC=CC=C1)N(C(=O)Cl)C1=CC=CC=C1